FC1=CC=CC=2C3=CC=CC=C3N(C12)C1=C(C=CC=C1)N 2-(1-fluoro-9H-carbazol-9-yl)benzenamine